ClC1(CC=C(CS(=O)CC2=CCC(C=C2)(Cl)Cl)C=C1)Cl 4,4-dichlorobenzyl sulfoxide